N1=CC(=CC=C1)OC=1C=CC2=C(C=C(O2)C2=C(C=NC=C2)C#N)C1 4-[5-(pyridin-3-yloxy)-1-benzofuran-2-yl]pyridine-3-carbonitrile